CN1C=NC2=C1C=CC=C2[S-].[Na+] sodium 1-methyl-1H-benzo[d]imidazole-4-thiolate